3-amino-8-bromo-N-cyclopropylimidazo[1,2-a]pyridine-2-carboxamide NC1=C(N=C2N1C=CC=C2Br)C(=O)NC2CC2